N1(CCC1)CCOC=1C=CC(=C(C(=O)N[C@H](C)C2=CC(=CC(=C2)C=2C=NN(C2)C)C2=NN(C=C2)CC)C1)C (R)-5-(2-(azetidin-1-yl)ethoxy)-N-(1-(3-(1-ethyl-1H-pyrazol-3-yl)-5-(1-methyl-1H-pyrazol-4-yl)phenyl)ethyl)-2-methylbenzamide